N1-(3-Methylpyrazin-2-yl)benzene-1,2-diamine CC=1C(=NC=CN1)NC=1C(=CC=CC1)N